[Na].C(C)(C)(C)C1=C(C=C(C=C1)C)O 2-tert-butyl-5-methylphenol, sodium salt